BrC1=C(C(=C2C(=NC(=NC2=C1F)OC[C@]12CCCN2C[C@@H](C1)F)O)OC[C@@H](NC1COCC1)C1(CC1)F)Cl 7-bromo-6-chloro-8-fluoro-5-((2R)-2-(1-fluorocyclopropyl)-2-((tetrahydrofuran-3-yl)amino)ethoxy)-2-(((2R,7aS)-2-fluorotetrahydro-1H-pyrrolizin-7a(5H)-yl)methoxy)quinazolin-4-ol